The molecule is a piperidinylimidazole that is 1H-imidazole carrying a piperidin-4-yl group, 4-fluorophenyl group and a 2-(3,5-dimethylphenoxy)pyrimidin-4-yl group at positions 1, 4 and 5 respectively. It is a potent inhibitor of p38alpha mitogen-activated protein kinase and BRD4. It has a role as a bromodomain-containing protein 4 inhibitor and an EC 2.7.11.24 (mitogen-activated protein kinase) inhibitor. It is a member of monofluorobenzenes, an aryloxypyrimidine and a piperidinylimidazole. CC1=CC(=CC(=C1)OC2=NC=CC(=N2)C3=C(N=CN3C4CCNCC4)C5=CC=C(C=C5)F)C